FC(OC=1C=C(C=C2C(=NN(C12)CC#C)NC(C1=CC=C(C=C1)F)=O)C)F N-(7-(difluoromethoxy)-5-methyl-1-(prop-2-yn-1-yl)-1H-indazol-3-yl)-4-fluorobenzamide